CSC=1OC(=NN1)C(F)(F)F 2-methylthio-5-trifluoromethyl-1,3,4-oxadiazole